4-(1-((2-(trimethylsilyl)ethoxy)methyl)-1H-pyrazol-4-yl)pyridin-2(1H)-one C[Si](CCOCN1N=CC(=C1)C1=CC(NC=C1)=O)(C)C